F[B-](F)(F)F.C(C)(C)(C)[PH+](C1=CC=C(C=C1)CCCC)C(C)(C)C di-(tert-butyl)(4-butylphenyl)phosphonium tetrafluoroborate